N-(2-(1-(4-bromophenyl)vinyl)phenyl)-4-methylbenzenesulfonamide BrC1=CC=C(C=C1)C(=C)C1=C(C=CC=C1)NS(=O)(=O)C1=CC=C(C=C1)C